4-bromo-3-(methylthio)pyridine BrC1=C(C=NC=C1)SC